C(C(=C)C)(=O)[O-].[Cl-].[Cl-].[NH4+].[NH4+].[NH4+] ammonium dichloride methacrylate